8-amino-4-methoxy-2-methyl-1H-pyrrolo[3,4-f]isoquinolin-3-one NC=1N=CC2=CC(=C3C(=C2C1)CN(C3=O)C)OC